O1C=NC=C1C=1C2=C(N=C(N1)N1CCOCC1)N(CC2)C2=CC=CC=C2 4-(4-(oxazol-5-yl)-7-phenyl-6,7-dihydro-5H-pyrrolo[2,3-d]pyrimidin-2-yl)morpholine